3-bromo-4-(isopropylamino)-5-nitrobenzoic acid methyl ester COC(C1=CC(=C(C(=C1)[N+](=O)[O-])NC(C)C)Br)=O